1-(1-propanoyl-piperidin-4-yl)-3-[4-(trifluoromethoxy)phenyl]urea C(CC)(=O)N1CCC(CC1)NC(=O)NC1=CC=C(C=C1)OC(F)(F)F